N,N-dimethyl-3-[2-[[(3S)-3-piperidyl]amino]-5-(trifluoromethyl)pyrimidin-4-yl]-1H-indole-6-sulfonamide CN(S(=O)(=O)C1=CC=C2C(=CNC2=C1)C1=NC(=NC=C1C(F)(F)F)N[C@@H]1CNCCC1)C